C(C1=CC=CC=C1)OC(=O)N1C[C@@]([C@@H](C1)O)(C(=O)O)C(C)(C)C (3S,4S)-3-tert-butyl-4-hydroxypyrrolidine-1,3-dicarboxylic acid benzyl ester